CC1(CC1)NS(=O)(=O)C1=CC2=C(NC(NC2=O)=O)S1 N-(1-methylcyclopropyl)-2,4-dioxo-1,2,3,4-tetrahydrothieno[2,3-d]pyrimidine-6-sulfonamide